5-(4-chlorobenzyl)-8-isopropyl-2-(pyrimidin-2-yl)-2,5,8-triazaspiro[3.5]nonane-6,9-dione ClC1=CC=C(CN2C3(CN(C3)C3=NC=CC=N3)C(N(CC2=O)C(C)C)=O)C=C1